BrC=1C=C(C=CC1)N(C1=NC=2N(C3=CC(=CC=C13)Cl)C=CN2)C N-(3-bromophenyl)-8-chloro-N-methylimidazo[1,2-a]quinazolin-5-amine